3-(tert-butyl) 2-methyl (1S,2S,5R)-1-(3-(4,4,5,5-tetramethyl-1,3,2-dioxaborolan-2-yl)propyl)-6-thia-3-azabicyclo[3.2.0]heptane-2,3-dicarboxylate CC1(OB(OC1(C)C)CCC[C@]12[C@H](N(C[C@@H]2SC1)C(=O)OC(C)(C)C)C(=O)OC)C